C(#N)C1=CC(=C(OCC2=C(C=CC(=N2)C=2CN(CC2)CC2=NC3=C(N2C[C@H]2OCC2)C=C(C=C3)C(=O)O)F)C=C1)F 2-[(3-{6-[(4-cyano-2-fluorophenoxy)methyl]-5-fluoropyridin-2-yl}-2,5-dihydro-1H-pyrrol-1-yl)methyl]-1-{[(2S)-oxetan-2-yl]methyl}-1H-1,3-benzodiazole-6-carboxylic acid